2-(4-(2,6-dioxopiperidin-3-yl) phenyl)-2,2-difluoroethyl trifluoro-methanesulfonate FC(S(=O)(=O)OCC(F)(F)C1=CC=C(C=C1)C1C(NC(CC1)=O)=O)(F)F